2-(6,7-dimethoxy-1,5-naphthyridin-4-yl)-1,5,6,7-tetrahydroindol-4-one COC=1N=C2C(=CC=NC2=CC1OC)C=1NC=2CCCC(C2C1)=O